(S)-1-prolyl-4-(3,3,3-trifluoro-2,2-dimethylpropyl)piperazine Tert-butyl-(S)-2-(4-(3,3,3-trifluoro-2,2-dimethylpropyl)piperazin-1-carbonyl)pyrrolidin-1-carboxylate C(C)(C)(C)OC(=O)N1[C@@H](CCC1)C(=O)N1CCN(CC1)CC(C(F)(F)F)(C)C.N1[C@@H](CCC1)C(=O)N1CCN(CC1)CC(C(F)(F)F)(C)C